propylene glycol bis-acetoacetate C(CC(=O)C)(=O)OCC(C)OC(CC(=O)C)=O